C(CCC)C=1C=C(C=CC1)C1=NOC(=N1)CC(C(=O)O)=C 2-((3-(3-butylphenyl)-1,2,4-oxadiazol-5-yl)methyl)acrylic acid